(S)-N-(4-((2-((5-(tert-butyl)-1-(4-oxaspiro[2.4]heptan-7-yl)-1H-pyrazol-3-yl)amino)-1-methyl-1H-imidazo[4,5-b]pyridin-6-yl)oxy)pyridin-2-yl)acetamide C(C)(C)(C)C1=CC(=NN1[C@H]1CCOC12CC2)NC=2N(C=1C(=NC=C(C1)OC1=CC(=NC=C1)NC(C)=O)N2)C